[2H3]methyl-sulfonate C([2H])([2H])([2H])S(=O)(=O)[O-]